benzyl (3-((1S,3R,4R)-3-((bicyclo[1.1.1]pentan-1-ylcarbamoyl)oxy)-4-fluorocyclopentyl)-1-(tert-butyl)-1H-pyrazol-5-yl)carbamate C12(CC(C1)C2)NC(=O)O[C@@H]2C[C@@H](C[C@H]2F)C2=NN(C(=C2)NC(OCC2=CC=CC=C2)=O)C(C)(C)C